5-chloro-N-(5-chloro-2-methoxy-4-(4-(4-methylpiperazin-1-yl)piperidin-1-yl)phenyl)-4-(1-(ethylsulphonyl)-1H-indol-3-yl)pyrimidin-2-amine ClC=1C(=NC(=NC1)NC1=C(C=C(C(=C1)Cl)N1CCC(CC1)N1CCN(CC1)C)OC)C1=CN(C2=CC=CC=C12)S(=O)(=O)CC